C(C)(C)C1=C(C(=CC(=C1)CC)C(C)C)O 2,6-diisopropyl-4-ethylphenol